C(CCC)C1=C(C(=NN1C(C)C)CCC)O 5-n-Butyl-4-hydroxy-3-n-propyl-1-isopropyl-pyrazol